BrC=1C(=NC(=NC1)NC=1C(=NN(C1)CCN1CCCC1)C)NCCCN1C(CCCC1)=O 1-(3-((5-Bromo-2-((3-methyl-1-(2-(pyrrolidin-1-yl)ethyl)-1H-pyrazol-4-yl)amino)pyrimidin-4-yl)amino)propyl)piperidin-2-on